diethanolamine 8-stearate C(CCCCCCCCCCCCCCCCC)(=O)O.C(O)CN.C(O)CN